Tetrahydrothiophenium Perfluoro-n-octanesulfonate FC(C(C(C(C(C(C(C(F)(F)F)(F)F)(F)F)(F)F)(F)F)(F)F)(F)F)(S(=O)(=O)[O-])F.[SH+]1CCCC1